BrC1=C(C=CC=C1)NC(C1=CN=CC(=C1C)C1=C2C=CC=NC2=CC=C1)=O N-(2-bromophenyl)-4-methyl-5-(quinolin-5-yl)nicotinamide